2-(5-fluoro-3-pyridinyl)-N,4-dimethyl-pyrimidin-5-amine FC=1C=C(C=NC1)C1=NC=C(C(=N1)C)NC